NCCC[Si](OCCOC)(OCCOC)OCCOC 3-aminopropyl-tris(methoxyethoxy)silane